Methyl (2S,3R,4S)-1-acetyl-2-ethyl-3-methyl-4-(4-(4-(trifluoromethyl)phenyl)-1H-1,2,3-triazol-1-yl)-1,2,3,4-tetrahydroquinoline-6-carboxylate C(C)(=O)N1[C@H]([C@H]([C@@H](C2=CC(=CC=C12)C(=O)OC)N1N=NC(=C1)C1=CC=C(C=C1)C(F)(F)F)C)CC